N1(CCC1)C1=CC=C(C=N1)CN1N=CC(=C1)NC(=O)C1=NC(=CN=C1)C1=C(C(=CC=C1C#N)Cl)F N-(1-((6-(Azetidin-1-yl)pyridin-3-yl)methyl)-1H-pyrazol-4-yl)-6-(3-chloro-6-cyano-2-fluorophenyl)pyrazine-2-carboxamide